COC1=CC=C(CN(S(=O)(=O)[C@H](C=O)C[C@H]2OCCC2)CC2=CC=C(C=C2)OC)C=C1 (S)-N,N-BIS(4-METHOXYBENZYL)-1-OXO-3-((S)-TETRAHYDROFURAN-2-YL)PROPANE-2-SULFONAMIDE